C(#N)C=1C(=NC(=C(C1C=1OC=CC1)C#N)N1CCN(CCC1)C)SC(C(=O)N)C1=CC=CC=C1 2-((3,5-dicyano-4-(furan-2-yl)-6-(4-methyl-1,4-diazepan-1-yl)pyridin-2-yl)thio)-2-phenylacetamide